2-(4-(4-chloro-3-isopropyl-2-(8-methoxy-[1,2,4]triazolo[1,5-a]pyridin-6-yl)-1H-pyrrolo[2,3-c]pyridin-5-yl)piperazin-1-yl)-N,N-dimethylacetamide ClC1=C2C(=CN=C1N1CCN(CC1)CC(=O)N(C)C)NC(=C2C(C)C)C=2C=C(C=1N(C2)N=CN1)OC